O=C1NC(CCC1N1C(C2=CC=C(C=C2C1=O)N1CCN(CC1)CC1CCN(CC1)C(=O)OC(C)(C)C)=O)=O tert-butyl 4-((4-(2-(2,6-dioxopiperidin-3-yl)-1,3-dioxoisoindolin-5-yl)piperazin-1-yl)methyl)piperidine-1-carboxylate